BrC1=C(N)C=C(C=C1)C(F)F 2-bromo-5-(difluoromethyl)aniline